C(C)S(=O)(=O)OC1=C(C=C(/C=C/S(=O)(=O)CC2=CC=C(C=C2)OS(=O)(=O)CC)C=C1)OS(=O)(=O)CN(S(=O)(=O)C)C (E)-4-{[4-(ethylsulfonyloxy)-3-(N-methyl-N-mesylaminomesyloxy)styrylsulfonyl]methyl}phenylesylate